S1C(=NC2=C1C=CC=C2)NC(C2=C(C=C(C=C2)C)NS(=O)(=O)C2=CC=C(C=C2)C#N)=O N-(benzo[d]thiazol-2-yl)-2-((4-cyanophenyl)sulfonamido)-4-methylbenzamide